CS(=O)(=O)[O-].C[N+](CC(=O)OCC(CCCCCCCCCC)CCCCCCCC)(C)C N,N,N-trimethyl-2-((2-octyldodecyl)oxy)-2-oxoethane-1-aminium methanesulphonate